BrC=1C(=C(C=CC1)C=1C(CC(C1)OC1OCCCC1)=O)F 2-(3-bromo-2-fluorophenyl)-4-((tetrahydro-2H-pyran-2-yl)oxy)cyclopent-2-enone